C1C(C[C@H](C([C@@H]1OC(=O)/C=C/C2=CC(=C(C=C2)O)O)OC(=O)/C=C/C3=CC(=C(C=C3)O)O)OC(=O)/C=C/C4=CC(=C(C=C4)O)O)(O)C(=O)O 3,4-O-dicaffeoylquinic acid